phosphothioamine P(=O)(=O)SN